FC1=C(C2=C(CN(CO2)C(=O)OC(C)(C)C)C=C1)C1=C(C=C(C(=C1)N1CCOCC1)C(=O)OC)F tert-Butyl 7-fluoro-8-(2-fluoro-4-methoxycarbonyl-5-morpholin-4-ylphenyl)-2,4-dihydro-1,3-benzoxazine-3-carboxylate